C(C=C)N1N(C2=NC(=NC=C2C1=O)N(C(OC(C)(C)C)=O)C=1C=C2C=NN(C2=CC1)C)C1=CC(=CC=C1)[N+](=O)[O-] tert-butyl (2-allyl-1-(3-nitrophenyl)-3-oxo-2,3-dihydro-1H-pyrazolo[3,4-d]pyrimidin-6-yl)(1-methyl-1H-indazol-5-yl)carbamate